3-(difluoromethyl)-6-((4-((3-fluoro-2-methoxyphenyl)amino)-2-methyl-3-oxo-2,3-dihydro-1H-pyrazolo[3,4-b]pyridin-6-yl)amino)pyridinecarbonitrile FC(C=1C(=NC(=CC1)NC1=CC(=C2C(=N1)NN(C2=O)C)NC2=C(C(=CC=C2)F)OC)C#N)F